2-methoxy-4-(4-methylpiperazin-1-yl)benzenesulfonamide COC1=C(C=CC(=C1)N1CCN(CC1)C)S(=O)(=O)N